pyrrolidin-3-ylIsonicotinamide N1CC(CC1)C1=C(C(=O)N)C=CN=C1